FC(C1(CC1)N1C=C2C(N=CN=C2)=CC1=O)F 6-(1-(difluoromethyl)cyclopropyl)pyrido[4,3-d]pyrimidin-7(6H)-one